Methyl-2-[2-chloro-4-(4-chlorophenoxy)phenyl]-2-hydroxy-3-(1,2,4-triazol-1-yl)propionic acid CC(C(C(=O)O)(O)C1=C(C=C(C=C1)OC1=CC=C(C=C1)Cl)Cl)N1N=CN=C1